(2S,4R)-4-(2-((4-(5-methoxypyridin-3-yl)-3-methylphenyl)amino)-2-oxoethyl)-1-(2-methylbenzofuro[3,2-d]pyrimidin-4-yl)pyrrolidine-2-carboxylic acid COC=1C=C(C=NC1)C1=C(C=C(C=C1)NC(C[C@H]1C[C@H](N(C1)C=1C2=C(N=C(N1)C)C1=C(O2)C=CC=C1)C(=O)O)=O)C